CC=1N=CSC1C1=CC=C(C#N)C=C1 4-(4-methyl-1,3-thiazol-5-yl)benzonitrile